7-bromo-chromone-3-formaldehyde BrC1=CC=C2C(C(=COC2=C1)C=O)=O